6-[1-(3-{[(1R,2S)-2-fluorocyclopropyl]carbamoyl}-8-{[(4-methoxyphenyl)methyl](methyl)amino}imidazo[1,2-b]pyridazin-6-yl)-2,3-dihydroindol-4-yl]pyridine-3-carboxylic acid F[C@@H]1[C@@H](C1)NC(=O)C1=CN=C2N1N=C(C=C2N(C)CC2=CC=C(C=C2)OC)N2CCC1=C(C=CC=C21)C2=CC=C(C=N2)C(=O)O